4-chloro-6-(2',6'-diphenyl-[1,1':4,1''-terphenyl]-4-yl)-2-phenylpyrimidine ClC1=NC(=NC(=C1)C1(CC=C(C=C1)C1=C(C=CC=C1C1=CC=CC=C1)C1=CC=CC=C1)C1=CC=CC=C1)C1=CC=CC=C1